C1=C(C(=CC2=CC3=CC(=C(C=C3C=C12)C(=O)O)C(=O)O)C(=O)O)C(=O)O 2,3,6,7-anthracenetetracarboxylic acid